4-(1H-imidazol-1-yl)-2'-hydroxy-4',5',6'-trimethoxychalcone N1(C=NC=C1)C1=CC=C(C=C1)\C=C\C(=O)C1=C(C=C(C(=C1OC)OC)OC)O